C(C)OP(=O)(OCC)C(C(=O)OCC)[N+]#N 1-(diethoxyphosphoryl)-2-ethoxy-2-oxoethane-1-diazonium